COC=1C=C2C(=NC(=NC2=CC1OC)C)NC(C)C1=CC=C(S1)C1=C(C=CC=C1)C(O)C1=CC=CC=C1 [2-(5-{1-[(6,7-dimethoxy-2-methylquinazolin-4-yl)amino]ethyl}thiophen-2-yl)phenyl](phenyl)methanol